CC(C)(C)OC(=O)NC(CCC(=O)O)CCC(=O)O 4-(N-Boc-amino)-1,6-heptanedioic acid